5,25-difluoro-18-(methylsulfanylmethyl)-8,15-dioxa-21,23,27-triazatetracyclo[20.3.1.1^{16,20}.0^{2,7}]heptacosa-1(25),2,4,6,16,18,20(27),22(26),23-nonaene FC1=CC=C2C3=C(C=NC(NC=4C=C(C=C(OCCCCCCOC2=C1)N4)CSC)=C3)F